FC=1C(=CC=2C3=C(NC(C2C1)=O)COC[C@H]3N(C(=O)[C@@H]3NC1=CC(=CC(=C1C3)F)F)C)F (R)-N-((S)-8,9-difluoro-6-oxo-1,4,5,6-tetrahydro-2H-pyrano[3,4-c]isoquinolin-1-yl)-4,6-difluoro-N-methyldihydroindole-2-carboxamide